methoxycarbonylmethyl methanedisulfonate C(S(=O)(=O)OCC(=O)OC)S(=O)(=O)[O-]